N-[3-(2,4-dioxo-1,2,3,4-tetrahydronaphtho[1,2-b]-[1,4]diazepin-5-yl)phenyl]-2-naphthalenesulfonamide O=C1CC(N(C2=C(N1)C1=CC=CC=C1C=C2)C=2C=C(C=CC2)NS(=O)(=O)C2=CC1=CC=CC=C1C=C2)=O